The molecule is the inorganic nitrate salt of sodium. It has a role as a fertilizer. It is an inorganic sodium salt and an inorganic nitrate salt. [N+](=O)([O-])[O-].[Na+]